FC(OC1=NC=CC(=C1)CNC(=O)NC1COC2(C1)CCCCC2)F 1-[[2-(difluoromethoxy)pyridin-4-yl]methyl]-3-(1-oxaspiro[4.5]decan-3-yl)urea